FC1=C2C(N(C(=NC2=CC=C1)N1CCCC1)NC(CCC1=CC(=CC=C1)F)=O)=O N-(5-Fluoro-4-oxo-2-pyrrolidin-1-yl-4H-quinazolin-3-yl)-3-(3-fluoro-phenyl)-propionamide